(3,3-difluoropyrrolidin-1-yl)-[4-[[(3,4-dimethylpyrimido[4',5':4,5]thieno[2,3-c]pyridazin-8-yl)amino]methyl]phenyl]methanone FC1(CN(CC1)C(=O)C1=CC=C(C=C1)CNC1=NC=NC2=C1SC=1N=NC(=C(C12)C)C)F